NCC1C(N(C2=C(O1)C=C(C=C2)NC2=C(C=C(C=C2)N2CCC(CC2)C(F)(F)F)C)C)=O 2-(aminomethyl)-4-methyl-7-((2-methyl-4-(4-(trifluoromethyl)piperidin-1-yl)phenyl)amino)-2H-benzo[b][1,4]oxazin-3(4H)-one